C(C1=CC=CC=C1)OC1CC(C1)NNC(=O)OC(C)(C)C tert-butyl 2-((1s,3s)-3-(benzyloxy)cyclobutyl)hydrazine-1-carboxylate